3-(3-(7-Chloroimidazo[1,2-a]pyridin-2-yl)-5-thioxo-1,5-dihydro-4H-1,2,4-triazol-4-yl)benzamide ClC1=CC=2N(C=C1)C=C(N2)C2=NNC(N2C=2C=C(C(=O)N)C=CC2)=S